C(CCCCCCCCCCC)SC(CC(=O)[C@H]1[C@@H](C=CCC1(C)C)C)C trans-3-(dodecylthio)-1-(2,6,6-trimethyl-3-cyclohexen-1-yl)-1-butanone